tert-butyl N-[6-[3-(1-aminoethyl)pyrazin-2-yl]-3-pyridyl]carbamate NC(C)C=1C(=NC=CN1)C1=CC=C(C=N1)NC(OC(C)(C)C)=O